2-(Hydroxymethyl)-6-(2-methyl-4-(5-(trifluoromethyl)pyrazin-2-yl)phenoxy)tetrahydro-2H-pyran-3,4,5-triol OCC1OC(C(C(C1O)O)O)OC1=C(C=C(C=C1)C1=NC=C(N=C1)C(F)(F)F)C